[Sn].[Si].[Al] aluminum silicon tin